3-methoxy-4-(((cis)-3-methoxycyclopentyl)amino)-N-(5-(5-methyl-1H-pyrazol-1-yl)-1,3,4-thiadiazol-2-yl)-2-oxo-2H-pyran-6-carboxamide COC=1C(OC(=CC1N[C@@H]1C[C@@H](CC1)OC)C(=O)NC=1SC(=NN1)N1N=CC=C1C)=O